4-((4-fluorophenyl)((1-methyl-5-(trifluoromethyl)-1H-pyrazol-3-yl)oxy)methyl)piperidine hydrochloride Cl.FC1=CC=C(C=C1)C(C1CCNCC1)OC1=NN(C(=C1)C(F)(F)F)C